NCC1=C(C=CC=C1)N1N=C(C=C1)NCC1OCCC1 1-(2-(aminomethyl)phenyl)-N-((tetrahydrofuran-2-yl)methyl)-1H-pyrazol-3-amine